C(C(=O)O)(=O)O.N[C@H](C(C)(O)C)C(F)(F)F |r| (R and S)-3-amino-4,4,4-trifluoro-2-methylbutan-2-ol oxalate